[Si](C)(C)(C(C)(C)C)OCCN1N=CC(=C1C1=CC(=NC=C1)[C@H](CC=C)NC(OC(C)(C)C)=O)[N+](=O)[O-] (S)-tert-butyl (1-(4-(1-(2-((tert-butyldimethylsilyl)oxy)ethyl)-4-nitro-1H-pyrazol-5-yl)pyridin-2-yl)but-3-en-1-yl)carbamate